O1NCC(C2=C1C=CC=C2)C(=O)C=2C(=CC=C1C(=CC(OC21)=O)CCC)O 8-(3,4-Dihydro-2H-benzoxazine-4-carbonyl)-7-hydroxy-4-propyl-2H-chromen-2-one